FC1=CC(=C2CCNCC2=C1)OC 7-fluoro-5-methoxy-1,2,3,4-tetrahydroisoquinoline